1-(3,6-dichloro-9H-carbazol-9-yl)-3-(2-methyl-1H-imidazol-1-yl)-2-propanol ClC=1C=CC=2N(C3=CC=C(C=C3C2C1)Cl)CC(CN1C(=NC=C1)C)O